S(=O)(=O)(O)N[C@@]1(C(O)O[C@@H]([C@H]([C@@H]1O)O)CO)O 2-sulfoamino-D-glucopyranose